Cl.N1(CCNCC1)C1=CC=C(C=C1)N1C(NC(CC1)=O)=O 1-(4-(piperazin-1-yl)phenyl)dihydroPyrimidine-2,4(1H,3H)-dione hydrochloride